3-(5-Amino-8-(pyrimidin-4-yl)-2-((5-(thiazol-4-yl)-1H-tetrazol-1-yl)methyl)-[1,2,4]triazolo[1,5-c]pyrimidin-7-yl)benzonitrile NC1=NC(=C(C=2N1N=C(N2)CN2N=NN=C2C=2N=CSC2)C2=NC=NC=C2)C=2C=C(C#N)C=CC2